ClC1=C(C=C(C(=C1)F)N1C(N(C(=CC1=O)C(F)(F)F)C)=O)SCC(C(=O)O)(C)C 3-({2-chloro-4-fluoro-5-[3-methyl-2,6-dioxo-4-(trifluoromethyl)-3,6-dihydropyrimidine-1(2H)-yl]phenyl}sulfanyl)-2,2-dimethylpropanoic acid